N-t-butyl-N'-isopropylthiourea C(C)(C)(C)NC(=S)NC(C)C